4-Cyano-N-((1-ethyl-1,2,3,4-tetrahydroquinolin-6-yl)methyl)benzenesulfonamide C(#N)C1=CC=C(C=C1)S(=O)(=O)NCC=1C=C2CCCN(C2=CC1)CC